O=C1NC(CCC1N1CCC2=C(C(=C(C=C12)F)C1CCN(CC1)C(=O)OC(C)(C)C)F)=O tert-butyl 4-[1-(2,6-dioxo-3-piperidyl)-4,6-difluoro-indolin-5-yl]piperidine-1-carboxylate